2-(cyclohexylmethyl)-N-(1-methylsulfonylpyrazol-4-yl)-4-(trifluoromethyl)pyrazole C1(CCCCC1)CN1N(C=C(C1)C(F)(F)F)C=1C=NN(C1)S(=O)(=O)C